ClC1=NC(=CC(=C1)C1=C(C(=O)OCC)C=C(C=C1)F)Cl ethyl 2-(2,6-dichloropyridin-4-yl)-5-fluorobenzoate